Di(aziridin-1-yl)phosphinic acid (R)-4-((2-methyl-1-oxoisoindolin-5-yl) oxy)-5-nitro-2,3-dihydro-1H-inden-1-yl ester CN1C(C2=CC=C(C=C2C1)OC1=C2CC[C@H](C2=CC=C1[N+](=O)[O-])OP(=O)(N1CC1)N1CC1)=O